N-(2-((1S,3R)-3-((5-methyl-6-(1H-pyrazol-4-yl)-[1,2,4]triazolo[1,5-a]pyridin-2-yl)amino)cyclohexyl)-3-oxoisoindolin-5-yl)acrylamide CC1=C(C=CC=2N1N=C(N2)N[C@H]2C[C@H](CCC2)N2CC1=CC=C(C=C1C2=O)NC(C=C)=O)C=2C=NNC2